C(\C=C\CCCCCC)(=O)N[O-].[Na+] sodium trans-2-nonenehydroxamate